CC1=C(C=C(C=C1)C)CNC(OC)=O methyl N-[(2,5-dimethylphenyl)methyl]carbamate